FC=1C=C(C=CC1)[C@@H]1N(CCC1)C=1C=CC=2N(N1)C(=CN2)C2=CC=CC(=N2)C2=CC(=NC=C2)N2CCC(CC2)O (R)-1-(6-(6-(2-(3-fluoro-phenyl)pyrrolidin-1-yl)imidazo[1,2-b]pyridazin-3-yl)-[2,4'-bipyridin]-2'-yl)piperidin-4-ol